C(C1=CC=CC=C1)N1C[C@@H]2CNC[C@@]2(C1)C Cis-2-benzyl-3a-methyloctahydropyrrolo[3,4-c]pyrrole